tert-butyl (5S)-5-[[tert-butyl(diphenyl)silyl]oxymethyl]-2-oxo-3,3-bis(phenylselanyl)pyrrolidine-1-carboxylate [Si](C1=CC=CC=C1)(C1=CC=CC=C1)(C(C)(C)C)OC[C@@H]1CC(C(N1C(=O)OC(C)(C)C)=O)([Se]C1=CC=CC=C1)[Se]C1=CC=CC=C1